C1(CCC1)N1C(=NC(=C1)C(F)(F)F)C1=CC=C(C#N)C=C1 4-[1-cyclobutyl-4-(trifluoromethyl)imidazol-2-yl]benzonitrile